(S)-3-(4-((1-cyclopentyl-3-(3,5-dichloro-4-hydroxyphenyl)-4-fluoro-1H-indazol-6-yl)methoxy)phenyl)butanoic acid C1(CCCC1)N1N=C(C2=C(C=C(C=C12)COC1=CC=C(C=C1)[C@H](CC(=O)O)C)F)C1=CC(=C(C(=C1)Cl)O)Cl